N1CCC(CC1)CNC1=NC=2C(=NC=C(N2)SC=2C(=NC=CC2)C(F)(F)F)N1 N-(piperidin-4-ylmethyl)-5-((2-(trifluoromethyl)pyridin-3-yl)thio)-1H-imidazo[4,5-b]pyrazin-2-amine